4-hydroxy-4-(((8-(4-(trifluoromethyl)phenyl)pyrido[3,4-b]pyrazin-5-yl)amino)methyl)pyrrolidin-2-one OC1(CC(NC1)=O)CNC1=NC=C(C=2C1=NC=CN2)C2=CC=C(C=C2)C(F)(F)F